tert-butyl (2-((S)-5-((tert-butoxycarbonyl)amino)-1,1-difluorohexyl)pyridin-4-yl)(1-(tert-butyl)-3-((1S,3R)-3-(((4-nitrophenoxy)carbonyl)oxy)cyclopentyl)-1H-pyrazol-5-yl)carbamate C(C)(C)(C)OC(=O)N[C@H](CCCC(F)(F)C1=NC=CC(=C1)N(C(OC(C)(C)C)=O)C1=CC(=NN1C(C)(C)C)[C@@H]1C[C@@H](CC1)OC(=O)OC1=CC=C(C=C1)[N+](=O)[O-])C